S1C(=NC2=C1C=CC=C2)C2=CC=C(N)C=C2 4-(benzothiazol-2-yl)aniline